NCC1COC2=C(O1)C=C(C=C2N2CCNCC2)CN 2,7-Bis(aminomethyl)-5-(piperazin-1-yl)-2,3-dihydro-1,4-benzodioxine